(3-((4,4-difluoropiperidin-1-yl)sulfonyl)phenyl)(5''-nitrodispiro[cyclopropane-1,1'-cyclohexane-4',3''-indolin]-1''-yl)methanone FC1(CCN(CC1)S(=O)(=O)C=1C=C(C=CC1)C(=O)N1CC2(C3=CC(=CC=C13)[N+](=O)[O-])CCC1(CC2)CC1)F